methyl 4-(3-((tert-butoxycarbonyl) amino)-propyl)-3-thiophenecarboxylate C(C)(C)(C)OC(=O)NCCCC=1C(=CSC1)C(=O)OC